2-[6-(trifluoromethyl)-2-pyridinyl]propan-2-amine FC(C1=CC=CC(=N1)C(C)(C)N)(F)F